3-(3,4-Dichlorophenyl)-N-((2-(2,6-dioxopiperidin-3-yl)-1-oxoisoindolin-5-yl)methyl)-1H-Pyrazole-5-carboxamide ClC=1C=C(C=CC1Cl)C1=NNC(=C1)C(=O)NCC=1C=C2CN(C(C2=CC1)=O)C1C(NC(CC1)=O)=O